tert-Butyl N-[(1R)-5-[2-[4-(2-[[(5R)-5-[(tert-butoxycarbonyl)amino]-5,6,7,8-tetrahydronaphthalen-1-yl]oxy]ethyl)piperazin-1-yl]ethoxy]-1,2,3,4-tetrahydro naphthalen-1-yl]carbamate C(C)(C)(C)OC(=O)N[C@H]1C=2C=CC=C(C2CCC1)OCCN1CCN(CC1)CCOC1=C2CCC[C@H](C2=CC=C1)NC(OC(C)(C)C)=O